1-(2,2-difluoroethyl)piperidin-3-ol FC(CN1CC(CCC1)O)F